2-[4-fluoro-3-[6-[(6-methyl-1,3-benzothiazol-2-yl)methyl]pyrrolo[2,3-c]pyridin-2-yl]phenoxy]ethanol FC1=C(C=C(OCCO)C=C1)C=1C=C2C(=CN(C=C2)CC=2SC3=C(N2)C=CC(=C3)C)N1